ClC1=C(C=NNC1=O)CCCN1CC2(C1)CC(C2)CN2C(C1=C(C=C2)C=NN1C)=O 6-((2-(3-(5-chloro-6-oxo-1,6-dihydropyridazin-4-yl)propyl)-2-azaspiro[3.3]heptan-6-yl)methyl)-1-methyl-1,6-dihydro-7H-pyrazolo[3,4-c]pyridin-7-one